2-(tert-butyl)-N-(4-(2-((1,3-dimethyl-1H-pyrazol-4-yl)amino)pyrimidin-4-yl)-2-methylbenzyl)thiazole-5-carboxamide C(C)(C)(C)C=1SC(=CN1)C(=O)NCC1=C(C=C(C=C1)C1=NC(=NC=C1)NC=1C(=NN(C1)C)C)C